C(C1=CC=CC=C1)OCC([C@H](C[C@H]1C(NCCC1)=O)NC(=O)C1N(CC2=CC=CC=C12)C(=O)C=1NC2=CC=CC(=C2C1)OC)=O N-((S)-4-(benzyloxy)-3-oxo-1-((S)-2-oxopiperidin-3-yl)butan-2-yl)2-(4-methoxy-1H-indole-2-carbonyl)isoindoline-1-carboxamide